C1(CCCC1)N1C2=NC(=NC=C2N=C1NC1=CC=CC=C1)NC1=CC=C(C=C1)N1CCN(CC1)CC1=CC=C(C=N1)N1C(NC(CC1)=O)=O 1-(6-((4-(4-((9-cyclopentyl-8-(phenylamino)-9H-purin-2-yl)amino)phenyl)piperazin-1-yl)methyl)pyridin-3-yl)dihydropyrimidine-2,4(1H,3H)-dione